CN1N=CC2=C1C(N(C=C2C=2C=NC=C(C2)C2=CC=C(C=C2)N2C(CCC2)=O)C)=O 1,6-dimethyl-4-(5-(4-(2-oxopyrrolidin-1-yl)phenyl)pyridin-3-yl)-1,6-dihydro-7H-pyrazolo[3,4-c]pyridin-7-one